ClC=1C(=C(OC2CN(CC2)C(=O)[O-])C=C(C1)[N+](=O)[O-])C 3-(3-chloro-2-methyl-5-nitrophenoxy)pyrrolidine-1-carboxylate